trifluorodimethyl-propionic acid FC(C(C(=O)O)(C)C)(F)F